2-(2-bromo-4-chlorophenyl)-1,3-thiazole BrC1=C(C=CC(=C1)Cl)C=1SC=CN1